BrC1=C(C=CC(=C1)O)O 2-bromo-1,4-benzenediol